ethyl (2Z)-2-chloro-3-[2-chloro-5-(1,3,4,5,6,7-hexahydro-1,3-dioxo-2H-isoindol-2-yl)phenyl]prop-2-enoate Cl\C(\C(=O)OCC)=C/C1=C(C=CC(=C1)N1C(C=2CCCCC2C1=O)=O)Cl